C(C)(C)OCC=1OC(=CC1)COC(C)C 2,5-diisopropyloxymethyl-furan